N1=NNC2=NC=C(C=C21)C=2C=C1C(=C(C=NC1=CC2)C#N)NC(C)C2=CC=CC=C2 6-(3H-[1,2,3]triazolo[4,5-b]pyridin-6-yl)-4-((1-phenylethyl)amino)quinoline-3-carbonitrile